(1R,3S,5R)-2-(2-(4-aminopyrrolo[2,1-f][1,2,4]triazin-7-yl)acetyl)-N-(3-chloro-2-fluorophenylmethyl)-2-azabicyclo[3.1.0]hexane-3-carboxamide NC1=NC=NN2C1=CC=C2CC(=O)N2[C@@H]1C[C@@H]1C[C@H]2C(=O)NCC2=C(C(=CC=C2)Cl)F